N[C@H](CO)C1=CC(=C(C=C1)Cl)C1=NN(C=N1)C (S)-2-amino-2-(4-chloro-3-(1-methyl-1H-1,2,4-triazol-3-yl)phenyl)ethan-1-ol